1-(3-(4-(3,4-difluoro-2-(trifluoromethyl)-phenyl)piperidine-1-carbonyl)-1,4,6,7-tetrahydro-5H-pyrazolo[4,3-c]pyridin-5-yl)ethan-1-one FC=1C(=C(C=CC1F)C1CCN(CC1)C(=O)C1=NNC2=C1CN(CC2)C(C)=O)C(F)(F)F